C(CCC)OCCCCC 1-butoxypentane